BrC(C(=O)Cl)(F)F 2-bromo-2,2-difluoro-acetyl chloride